6-bromo-4-{4-[(S)-(4-chlorophenyl)(phenyl)methyl]piperazin-1-yl}-1-methyl-2-oxo-1,2-dihydro-1,5-naphthyridine-3-carbonitrile BrC=1N=C2C(=C(C(N(C2=CC1)C)=O)C#N)N1CCN(CC1)[C@@H](C1=CC=CC=C1)C1=CC=C(C=C1)Cl